2-(1-(2,5-dioxo-2,5-dihydro-1H-pyrrol-1-yl)-12,15-dioxo-3,6,9-trioxa-13,16-diazaoctadecane-18-amido)-3-phenylpropionamide O=C1N(C(C=C1)=O)CCOCCOCCOCCC(NCC(NCC(=O)NC(C(=O)N)CC1=CC=CC=C1)=O)=O